BrCCCCCBr 1,5-dibromon-pentane